C1(CCCCC1)C(COC)(COC)CCC(F)(Cl)Cl 2-cyclohexyl-2-(3,3-dichloro-3-fluoropropyl)-1,3-dimethoxypropane